[Si](C)(C)(C(C)(C)C)O[C@H](C(=O)OCC)C (S)-ethyl 2-(tert-butyldimethylsilyloxy)propanoate